CNC1=NC=CC=C1CO 2-Methylamino-3-pyridinemethanol